COC(=O)C=1C=CC2=C(NC(C=3C=CC=NC23)=O)C1 5-oxo-5,6-dihydrobenzo[h][1,6]naphthyridine-8-carboxylic acid methyl ester